Lactic acid 2-methyl-4-oxo-4H-pyran-3-yl ester CC=1OC=CC(C1OC(C(O)C)=O)=O